2-N-[5-chloro-1-[(3S,4S)-3-fluoro-1-(oxetan-3-yl)piperidin-4-yl]pyrazol-4-yl]-4-N-methyl-5-(trifluoromethyl)pyrimidine-2,4-diamine ClC1=C(C=NN1[C@@H]1[C@H](CN(CC1)C1COC1)F)NC1=NC=C(C(=N1)NC)C(F)(F)F